(±)-1-(tert-butylamino)-N-(3,4-dichlorophenyl)-6,7,8,9-tetrahydro-5H-5,8-epiminocyclohepta[c]pyridine-10-carboxamide C(C)(C)(C)NC1=NC=CC2=C1CC1CCC2N1C(=O)NC1=CC(=C(C=C1)Cl)Cl